5-bromo-2-[5-(chloromethyl)-1,3,4-oxadiazol-2-yl]pyrazine BrC=1N=CC(=NC1)C=1OC(=NN1)CCl